N-(1'-(2-(1,1-difluoroethyl)-6-(1-ethyl-5-fluoro-1H-pyrazol-4-yl)pyrimidin-4-yl)-1',2'-dihydrospiro[cyclopropan-1,3'-pyrrolo[3,2-c]pyridin]-6'-yl)acetamide FC(C)(F)C1=NC(=CC(=N1)N1CC2(C=3C=NC(=CC31)NC(C)=O)CC2)C=2C=NN(C2F)CC